2-(4-((6,7-dimethoxyquinolin-4-yl)oxy)-2-fluorophenyl)-2,2-difluoro-N-(4-fluoro-3-(trifluoromethyl)phenyl)acetamide COC=1C=C2C(=CC=NC2=CC1OC)OC1=CC(=C(C=C1)C(C(=O)NC1=CC(=C(C=C1)F)C(F)(F)F)(F)F)F